2-[6-(3-fluoro-5-mesyl-benzyl)-2-azaspiro[3.3]heptane-2-carbonyl]-7-oxa-2,5-diazaspiro[3.4]octan-6-one FC=1C=C(CC2CC3(CN(C3)C(=O)N3CC4(C3)NC(OC4)=O)C2)C=C(C1)S(=O)(=O)C